NC=1C2=C(N=CN1)N(C(=C2C2=CC(=C(C=C2)OC2=NC(=CC=C2)C)OC)C2=CCCN(C2)C(C=C)=O)C 1-(5-(4-amino-5-(3-methoxy-4-((6-methylpyridin-2-yl)oxy)phenyl)-7-methyl-7H-pyrrolo[2,3-d]pyrimidin-6-yl)-3,6-dihydropyridin-1(2H)-yl)prop-2-en-1-one